BrC=1C=C2C(CNC(C2=CC1)=O)CCO[Si](C)(C)C(C)(C)C 6-bromo-4-(2-((tert-butyldimethylsilyl)oxy)ethyl)-3,4-dihydroisoquinolin-1(2H)-one